O=C1N(N=C2N1C=CC=C2)CCC(=O)N2C(CCC2)C(=O)N 1-(3-{3-oxo-2h,3h-[1,2,4]triazolo[4,3-a]pyridin-2-yl}propionyl)pyrrolidine-2-carboxamide